4-acrylamido-N-(4-morpholinophenyl)-1H-indazole-3-carboxamide C(C=C)(=O)NC1=C2C(=NNC2=CC=C1)C(=O)NC1=CC=C(C=C1)N1CCOCC1